C(C)(C)(C)OC(=O)N1CCC(CC1)C=1N=CC2=C(N1)C=C(N2COCC[Si](C)(C)C)C2=CN(C(C(=C2)C)=O)C 4-(6-(1,5-dimethyl-6-oxo-1,6-dihydropyridin-3-yl)-5-((2-(trimethylsilyl)ethoxy)methyl)-5H-pyrrolo[3,2-d]pyrimidin-2-yl)piperidine-1-carboxylic acid tert-butyl ester